C1=CCCOS1(=O)=O 1-butene-1,4-sultone